N1C=C(C=2C1=CN=CC2)C(C)=O 1-(1H-pyrrolo[2,3-c]pyridine-3-yl)ethanone